4-iodo-N-[(2R)-4-(morpholin-4-yl)-1-(phenylsulfanyl)butan-2-yl]-2-nitroaniline IC1=CC(=C(N[C@@H](CSC2=CC=CC=C2)CCN2CCOCC2)C=C1)[N+](=O)[O-]